O=C(CC(=O)O)N1CCN(CC1)CCN1CC=NC=C1 3-oxo-3-(4-(2-(pyrazin-1-yl)ethyl)piperazin-1-yl)propionic acid